({1-[hydroxy(2H2)methyl]cyclopropyl}(2H2)methoxy)-2,3-dihydro-1H-isoindol-1-one OC(C1(CC1)C(ON1C(C2=CC=CC=C2C1)=O)([2H])[2H])([2H])[2H]